C(N)(O[C@H]1[C@H](CCC2=CC(=CC=C12)Cl)O)=O (1R,2S)-6-chloro-2-hydroxy-1,2,3,4-tetrahydronaphthalen-1-yl carbamate